OC[C@H](CCC=C)NC(OC(C)(C)C)=O (S)-tert-butyl (1-hydroxyhex-5-en-2-yl)carbamate